5-(3-Isopropyl-5-(1-(oxetan-3-yl)azetidin-3-yl)-1H-indol-2-yl)-1,3,4-trimethylpyridin-2(1H)-on C(C)(C)C1=C(NC2=CC=C(C=C12)C1CN(C1)C1COC1)C=1C(=C(C(N(C1)C)=O)C)C